N-((2-(2,6-dioxopiperidin-3-yl)-1-oxoisoindolin-5-yl)methyl)-4-fluoro-3-methylbenzo[b]thiophene-2-carboxamide O=C1NC(CCC1N1C(C2=CC=C(C=C2C1)CNC(=O)C1=C(C2=C(S1)C=CC=C2F)C)=O)=O